C(C)(C)(C)C1=C(C(=CC=C1)C(C)(C)C)N=C=N 2,6-ditert-butylphenylcarbodiimide